2-(2-methylallyl)cyclododecan-1-one CC(CC1C(CCCCCCCCCC1)=O)=C